6-[[5,6-bis(trifluoromethyl)-2-pyridyl]oxy]-2-azaspiro[3.3]heptane trifluoroacetate salt FC(C(=O)O)(F)F.FC(C=1C=CC(=NC1C(F)(F)F)OC1CC2(CNC2)C1)(F)F